The molecule is a benzoate ester obtained by the formal condensation of the carboy group of 4-methoxybenzoic acid with methanol. It is a benzoate ester and a monomethoxybenzene. It derives from a 4-methoxybenzoic acid. COC1=CC=C(C=C1)C(=O)OC